menthatriene C1(=CC=C(C=C1)C(C)C)C